N-(4-cyano-4-(trifluoromethyl)cyclohexyl)-2-methylpropane-2-sulfinamide C(#N)C1(CCC(CC1)NS(=O)C(C)(C)C)C(F)(F)F